chloro-N-(5-((4-fluorocyclohexyl)methoxy)-1,3,4-thiadiazol-2-yl)-5'-methoxy-6-methyl-(4,4'-bipyridine)-3-carboxamide ClC1=NC(=CC(=C1C(=O)NC=1SC(=NN1)OCC1CCC(CC1)F)C1=CC=NC=C1OC)C